2,2-difluoroethyl (CIS)-3-(4-methyl-1H-pyrazol-5-yl)-2-((((CIS)-4-phenylcyclohexyl)oxy) methyl)piperidine-1-carboxylate CC=1C=NNC1[C@@H]1[C@@H](N(CCC1)C(=O)OCC(F)F)CO[C@@H]1CC[C@@H](CC1)C1=CC=CC=C1